OC=1C=C(C2=C(COC(N2C2CC(C2)(C)O)=O)C1)C(F)(F)F 6-hydroxy-1-[(cis)-3-hydroxy-3-methylcyclobutyl]-8-(trifluoromethyl)-1,4-dihydro-3,1-benzoxazin-2-one